isopropyl((S)-((S)-1-((2S,3S,5R)-3-acetoxy-5-(5-fluoro-2,4-dioxo-3,4-dihydropyrimidin-1(2H)-yl)tetrahydrofuran-2-yl)ethoxy)(phenoxy)phosphoryl)-L-alaninate C(C)(C)N([C@@H](C)C(=O)[O-])[P@@](=O)(OC1=CC=CC=C1)O[C@@H](C)[C@H]1O[C@H](C[C@@H]1OC(C)=O)N1C(NC(C(=C1)F)=O)=O